NC1=NC(=C(C=2C1=NN(N2)CCC2=NC=CC=C2)C2=C(N=CO2)C)C=2C(=C(C#N)C=CC2)F 3-(4-Amino-7-(4-methyl-oxazol-5-yl)-2-(2-(pyridin-2-yl)ethyl)-2H-[1,2,3]triazolo[4,5-c]pyridin-6-yl)-2-fluorobenzonitrile